Cl.Cl.Cl.OC1=CC=C(C=C1)C1=NC2=C(N1)C=CC(=C2)C2=NC1=C(N2)C=CC(=C1)N1CCN(CC1)C 2'-(4-Hydroxyphenyl)-5-(4-methyl-1-piperazinyl)-2,5'-bi(1H-benzimidazole) trihydrochloride